dodecyloxy-2,5-diaminobenzene C(CCCCCCCCCCC)OC1=C(C=CC(=C1)N)N